P(=O)(O[Si](C)(C)C=C)(O[Si](C)(C)C=C)O[Si](C)(C)C=C tri-(vinyldimethylsilyl) phosphate